4-(3-hydroxy-3-methylbutylamino)-2-((1r,4r)-4-methoxycyclohexylamino)pyrimidine-5-carboxamide OC(CCNC1=NC(=NC=C1C(=O)N)NC1CCC(CC1)OC)(C)C